ClC1=C(C=CC(=C1)OC1=CC=C(C=C1)Cl)[C@@]1(OC[C@@H](O1)C)C1=NN(C=N1)C (2S,4S)-2-[2-chloro-4-(4-chlorophenoxy)phenyl]-4-methyl-1,3-dioxolan-2-yl-(methyl)-1H-1,2,4-triazole